(R)-β-amino-6-phenyl-5-hexenoic acid N[C@@H](CC(=O)O)CC=CC1=CC=CC=C1